CC1=CC=C(C=C1)S(=O)(=O)[O-].CN(C1=CC=[NH+]C=C1)C 4-dimethylaminopyridinium-p-toluenesulfonic acid salt